2-((S)-4-((S)-7-(8-chloronaphthalen-1-yl)-2-((1-(pyrrolidin-1-ylmethyl)cyclopropyl)methoxy)-7,8-dihydro-5H-pyrano[4,3-d]pyrimidin-4-yl)-1-(2-fluoroacryloyl)piperazin-2-yl)acetonitrile ClC=1C=CC=C2C=CC=C(C12)[C@@H]1CC=2N=C(N=C(C2CO1)N1C[C@@H](N(CC1)C(C(=C)F)=O)CC#N)OCC1(CC1)CN1CCCC1